(6R,7S)-7-[[2-(cyanomethylthio)acetyl]amino]-7-methoxy-3-[(1-methyltetrazol-5-yl)thiomethyl]-8-oxo-5-thia-1-azabicyclo[4.2.0]oct-2-ene-2-carboxylic acid sodium salt [Na+].C(#N)CSCC(=O)N[C@]1([C@H]2SCC(=C(N2C1=O)C(=O)[O-])CSC1=NN=NN1C)OC